(R)-4-AMINO-2-HYDROXYBUTYRIC ACID NCC[C@H](C(=O)O)O